BrC1=CC=C2C=C(C(N(C2=C1)C)=O)C(=O)NC1=NC=C(C=N1)F 7-Bromo-N-(5-fluoropyrimidin-2-yl)-1-methyl-2-oxo-quinoline-3-carboxamide